BrC1=NC2=CC(=CC=C2C=C1Cl)O 2-bromo-3-chloro-quinolin-7-ol